2-{[(3,5-dibromophenyl)methyl]amino}-1,1-diethoxyethane BrC=1C=C(C=C(C1)Br)CNCC(OCC)OCC